C(C)(=O)O.C(C)(=O)O.C(C)(=O)O.C(C)(=O)O.C(C)(=O)O.OC1[C@H](N)[C@@H](O)[C@H](O)[C@H](O1)CO D-glucosamine pentaacetate